BrC1=CC(=C(OCC=2C=C(C=CC2OC)C=CC(=O)C2=CC=C(C=C2)O)C=C1)Cl 3-[3-[(4-Bromo-2-chlorophenoxy)methyl]-4-methoxyphenyl]-1-(4-hydroxyphenyl)prop-2-en-1-one